C1(CC1)C=1SC2=C(N(C(N(C2=O)C2=CC3=CN(N=C3C=C2)C)=O)C2=C(C=C(C=C2)OC(F)F)C2CC2)N1 2-cyclopropyl-4-(4-(difluoromethoxy)-2-cyclopropylphenyl)-6-(2-methyl-2H-indazol-5-yl)thiazolo[4,5-d]pyrimidine-5,7(4H,6H)-dione